diethyl (5S)-1-benzoyl-5-(tetrahydropyran-2-yloxy)-piperidine-2,2-dicarboxylate C(C1=CC=CC=C1)(=O)N1C(CC[C@@H](C1)OC1OCCCC1)(C(=O)OCC)C(=O)OCC